C(C1=CC=CC=C1)N1C([C@H](CC1=O)C1=CC=C(C=C1)Cl)=O (R)-1-benzyl-3-(4-chlorophenyl)pyrrolidine-2,5-dione